3,5-dibromo-dithieno[3,2-b:2',3'-d]thiophene BrC1=CSC=2C3=C(SC21)C(=CS3)Br